tert-butyl (2S,5R)-5-[2-(4-chloro-3-fluorophenoxy)acetamido]-2-{[3-(trifluoromethyl)phenyl]carbamoyl}piperidine-1-carboxylate ClC1=C(C=C(OCC(=O)N[C@@H]2CC[C@H](N(C2)C(=O)OC(C)(C)C)C(NC2=CC(=CC=C2)C(F)(F)F)=O)C=C1)F